(2S,5R)-5-ethynyl-pyrrolidine-1,2-dicarboxylic acid 1-(tert-butyl) 2-methyl ester COC(=O)[C@H]1N([C@H](CC1)C#C)C(=O)OC(C)(C)C